tri(4,4-bis(mercaptomethylthio)-2-thiabutyl)methane SCSC(CSCC(CSCC(SCS)SCS)CSCC(SCS)SCS)SCS